C(C)(C)(C)OC(=O)N1CC2=CC=C(C=C2C1)N 5-Amino-1,3-dihydro-isoindole-2-carboxylic acid tert-butyl ester